COC1=C(C(=O)NC2=C(C=C(C=C2)S(N[C@H](C)C2CCNCC2)(=O)=O)C)C=CC=C1 (R)-2-methoxy-N-(2-methyl-4-(N-(1-(piperidin-4-yl)ethyl)sulfamoyl)phenyl)benzamide